BrC1=CC(=NN1COCC[Si](C)(C)C)C1=CC=NC=C1 4-(5-bromo-1-((2-(trimethylsilyl)ethoxy)methyl)-1H-pyrazol-3-yl)pyridine